rac-(3aR,5R,7S,7aR)-5-(3-isopropylphenyl)-1,3,3,5,7-pentamethyloctahydrobenzo[c]isoxazole C(C)(C)C=1C=C(C=CC1)[C@]1(C[C@@H]2[C@H](N(OC2(C)C)C)[C@H](C1)C)C |r|